2-((2S,4S)-4-(8-chloro-6-fluoro-7-(4-fluorophenyl)-4-(2-methyl-1H-imidazol-1-yl)-1H-imidazo[4,5-c]quinolin-1-yl)piperidin-2-yl)acetonitrile ClC1=CC=2C3=C(C(=NC2C(=C1C1=CC=C(C=C1)F)F)N1C(=NC=C1)C)N=CN3[C@@H]3C[C@H](NCC3)CC#N